methyl 5-methyl-4-{5-[(1-methylazetidin-3-yl)oxy]pyrimidin-2-yl}thiophene-2-carboxylate CC1=C(C=C(S1)C(=O)OC)C1=NC=C(C=N1)OC1CN(C1)C